FC1=C(C=CC(=C1)N=O)N=O 2-fluoro-1,4-dinitrosobenzene